C(C1=CC=CC=C1)OC1=NC=C(C=C1N1C(C2=CC=C(C=C2C1=O)C(=O)N=S(=O)(C)C)=O)C1=C(C=C(C=C1)Cl)Cl 2-(2-(benzyloxy)-5-(2,4-dichlorophenyl)pyridin-3-yl)-N-(dimethyl(oxo)-λ6-sulfaneylidene)-1,3-dioxoisoindoline-5-carboxamide